FC1=CC=C(C=C1)CCCCN 4-(4-fluorophenyl)butylamine